C1(=CC=CC=C1)[Si](N[Si](C1=CC=CC=C1)(CC)CC)(CC)CC 1,3-diphenyl-tetraethyl-disilazane